2-methyl-2-(2-ethylbutyl)-1,3-dimethoxypropane CC(COC)(COC)CC(CC)CC